ClC=1C(=C(C(=C(OCC(=O)NC)C1)F)C)CC1=CC(=C(C=C1)O)C(C)C 2-(5-chloro-2-fluoro-4-(4-hydroxy-3-isopropylbenzyl)-3-methylphenoxy)-N-methylacetamide